FC1=CC=C(C=C1)/C=C/C(=O)N=[N+]=[N-] (E)-3-(4-fluorophenyl)acryloyl azide